P(=O)([O-])([O-])OC[C@@H]1[C@H]([C@H]([C@@H](O1)N1C=NC=2C(N)=NC=NC12)O)O.[Na+].[Na+] disodium adenosine 5'-monophosphate